C1(=CC(=CC=C1)C1=NC(=NC=C1Cl)NC=1C=C(C=NC1)NC(C1=CC=CC=C1)=O)C1=CC=CC=C1 N-(5-((4-([1,1'-biphenyl]-3-yl)-5-chloropyrimidin-2-yl)amino)pyridin-3-yl)benzamide